CCC(=O)SCCNC(CCNC([C@@H](C(COP(OP(OC[C@@H]1[C@H]([C@H]([C@@H](O1)N1C=NC=2C(N)=NC=NC12)O)OP(=O)(O)O)(=O)O)(=O)O)(C)C)O)=O)=O alpha-methylacetyl-CoA